disodium 4-hydroxy-3-[(e)-(4-sulfonato-1-naphthyl)diazenyl]naphthalene-1-sulfonate OC1=C(C=C(C2=CC=CC=C12)S(=O)(=O)[O-])\N=N\C1=CC=C(C2=CC=CC=C12)S(=O)(=O)[O-].[Na+].[Na+]